COC=1C=C(CN(C=2SC=C(N2)COCCOCC2=CC(=CC=C2)OC)CC2=CC(=CC=C2)N2CCCC2)C=CC1 N-(3-methoxybenzyl)-4-((2-(3-methoxybenzyloxy)ethoxy)methyl)-N-(3-(pyrrolidin-1-yl)benzyl)thiazol-2-amine